BrC=1C=C2C(=C(NC2=CC1)C1=CC=CC=C1)CC(=O)N1CCN(CC1)C(\C=C\C1=CC(=CC=C1)Br)=O (E)-1-(4-(2-(5-bromo-2-phenyl-1H-indol-3-yl)acetyl)piperazin-1-yl)-3-(3-bromophenyl)prop-2-en-1-one